(S)-methyl 2-((S)-3-cyclopropyl-2-(1H-pyrazole-5-carboxamido)propanamido)-3-((S)-2-oxopiperidin-3-yl)propanoate C1(CC1)C[C@@H](C(=O)N[C@H](C(=O)OC)C[C@H]1C(NCCC1)=O)NC(=O)C1=CC=NN1